BrC1=CC(=C(C(=O)NC(NC=2C(=NC=CC2)C(C)C)=O)C(=C1)F)F 4-Bromo-2,6-difluoro-N-((2-isopropylpyridin-3-yl)carbamoyl)benzamide